[Si](C1=CC=CC=C1)(C1=CC=CC=C1)(C(C)(C)C)OCCCC(C(=O)O)(C)C 5-((tert-butyldiphenylsilyl)oxy)-2,2-dimethylpentanoic acid